CN1N=C(C=C1)C=1CCN(CC1)C(=O)OC(C)(C)C tert-butyl 4-(1-methyl-1H-pyrazol-3-yl)-3,6-dihydropyridine-1(2H)-carboxylate